N1N=CC2=CC(=CC=C12)NC1=NC(=NC=C1)C1=CC=C2C=C(NC2=C1)C(=O)NC1=CC=NC=C1 6-(4-((1H-indazol-5-yl)amino)-pyrimidin-2-yl)-N-(pyridin-4-yl)-1H-indole-2-carboxamide